O=C([C@H](O)[C@@H](O)[C@H](O)[C@H](O)CO)[O-].[Ca+2].O=C([C@H](O)[C@@H](O)[C@H](O)[C@H](O)CO)[O-].[K+] potassium gluconate calcium gluconate